5-{2-[3-(2,2-dimethylcyclopropyl)propyl]-8-fluoro-6-hydroxy-1,2,3,4-tetrahydroisoquinolin-7-yl}-1λ6,2,5-thiadiazolidine-1,1,3-trione CC1(C(C1)CCCN1CC2=C(C(=C(C=C2CC1)O)N1CC(NS1(=O)=O)=O)F)C